N-benzyl-2-(2-isopropylphenyl)-6,7-dihydro-5H-cyclopenta[d]pyrimidin-4-amine C(C1=CC=CC=C1)NC=1C2=C(N=C(N1)C1=C(C=CC=C1)C(C)C)CCC2